N1(CCOCC1)C(=O)C=1C=C2C(=CC=NC2=CC1)C1=CC2=CC=CC=C2C=C1 6-(morpholine-4-carbonyl)-4-(naphthalen-2-yl)quinolin